CN1N=NC(=C1COC1OCCCC1)C1=CC=C(C(=N1)C1COC1)O[C@@H]1C[C@H](CCC1)C(=O)OC (1S,3S)-methyl 3-((6-(1-methyl-5-(((tetrahydro-2H-pyran-2-yl)oxy)methyl)-1H-1,2,3-triazol-4-yl)-2-(oxetan-3-yl)pyridin-3-yl)oxy)cyclohexanecarboxylate